NC1=C(C(=NN1C(C(F)(F)F)(C)C)C1=C2C=NNC2=C(C=C1)CNC(C1=C(C=CC(=C1)F)OC)=O)C(=O)N 5-Amino-3-(7-((5-fluoro-2-methoxybenzamido)methyl)-1H-indazol-4-yl)-1-(1,1,1-trifluoro-2-methylpropan-2-yl)-1H-pyrazole-4-carboxamide